[Br-].S1[NH2+]C=CC=C1 thiazinium bromide